N-(2-methylphenyl)quinazolin-4-amine CC1=C(C=CC=C1)NC1=NC=NC2=CC=CC=C12